N[C@@H](C)C=1C(NC2=CC(=C(C=C2C1)Cl)OCC1CC1)=O (S)-3-(1-aminoethyl)-6-chloro-7-(cyclopropylmethoxy)quinolin-2(1H)-one